4-(4-(octyloxy)phenyl)pyridine C(CCCCCCC)OC1=CC=C(C=C1)C1=CC=NC=C1